(E)-4-(methyl(prop-2-yn-1-yl)amino)but-2-enoic acid CN(C/C=C/C(=O)O)CC#C